FC(C(=O)OC)(CN1C2=C(OC(C1=O)(F)F)C=C(C(=C2)C2=C(C(=C(C(=C2F)F)F)F)F)F)F methyl 2,2-difluoro-3-(2,2,7-trifluoro-3-oxo-6-(perfluorophenyl)-2,3-dihydro-4H-benzo[b][1,4]oxazin-4-yl)propanoate